FC=1C=C2C(=NNC2=CC1OCCOC)C1=CC(=NO1)C1=CC=C(C(=O)N2CC3(CS(C3)(=O)=O)C2)C=C1 6-(4-{5-[5-Fluoro-6-(2-methoxyethoxy)-1H-indazol-3-yl]-1,2-oxazol-3-yl}benzoyl)-2lambda6-thia-6-azaspiro[3.3]heptan-2,2-dion